2,4,4,7-tetramethyl-6-octen-3-one CC(C)C(C(CC=C(C)C)(C)C)=O